FC=1C=CC(=NC1)C=1C=C2N(N1)C1(CC2)CC1 2'-(5-fluoropyridin-2-yl)-4',5'-dihydrospiro[cyclopropane-1,6'-pyrrolo[1,2-b]pyrazole]